N,N-diheptylaminopropanol C(CCCCCC)N(CCCCCCC)C(CC)O